1,4-bis(3-maleimidophenoxy)-2,3-bis(trifluoromethyl)benzene C1(C=CC(N1C=1C=C(OC2=C(C(=C(C=C2)OC2=CC(=CC=C2)N2C(C=CC2=O)=O)C(F)(F)F)C(F)(F)F)C=CC1)=O)=O